5-((3-(2-(dipropylamino)ethyl)-1H-indol-6-yl)oxy)-5-oxopentanoic acid C(CC)N(CCC1=CNC2=CC(=CC=C12)OC(CCCC(=O)O)=O)CCC